N1=CC(=CC(=C1)C(=O)Cl)C(=O)Cl pyridine-3,5-dicarboxylic chloride